(S)-1'-(8-((2-(trifluoromethyl)pyridin-3-yl)thio)-[1,2,4]-triazolo[4,3-c]pyrimidin-5-yl)-5,7-dihydrospiro[cyclopenta[b]pyridine-6,4'-piperidine]-7-amine FC(C1=NC=CC=C1SC=1C=2N(C(=NC1)N1CCC3(CC1)CC=1C(=NC=CC1)[C@H]3N)C=NN2)(F)F